BrC1=CC=C(C=C1)[C@H](C(F)(F)F)N(C(=O)C1CCC(CC1)O[Si](C)(C)C(C)(C)C)C (1r,4S)-N-((S)-1-(4-bromophenyl)-2,2,2-trifluoroethyl)-4-((tert-butyldimethylsilyl)oxy)-N-methylcyclohexane-1-carboxamide